ClC=1C=C2C(NC(=NC2=CC1Cl)NC1=CC(=CC(=C1)Cl)Cl)=O 6,7-dichloro-2-((3,5-dichlorophenyl)amino)quinazolin-4(3H)-one